(E)-aniline NC1=CC=CC=C1